(E)-2-(benzylideneamino)acetic acid methyl ester COC(C/N=C/C1=CC=CC=C1)=O